C(C)OC1=NC2=C(N1)C=CC=C2OC 2-ethoxy-4-methoxy-1H-benzo[d]imidazole